4-(2-Amino-2-methylpropanoyl)-N-(1-(trans-4-((exo-6-amino-3-azabicyclo[3.1.0]hex-3-yl)methyl)cyclohexyl)-2-oxo-1,2-dihydropyrimidin-4-yl)piperazine-1-carboxamide hydrochloride Cl.NC(C(=O)N1CCN(CC1)C(=O)NC1=NC(N(C=C1)[C@@H]1CC[C@H](CC1)CN1CC2C(C2C1)N)=O)(C)C